C(#N)C1(CC1)NS(=O)(=O)C=1C=C(C=2N(C1)C(=CN2)C=2SC(=NN2)C(F)F)N2C[C@H]1[C@@H](CC2)COC1 N-(1-cyanocyclopropyl)-3-(5-(difluoromethyl)-1,3,4-thiadiazol-2-yl)-8-((cis)-hexahydrofuro[3,4-c]pyridin-5(3H)-yl)imidazo[1,2-a]pyridine-6-sulfonamide